8-((3-((tert-butyldiphenylsilyl)oxy)-2-cyclopropylpropyl)thio)-7-chloro-6-(trifluoromethyl)quinazoline-2,4(1H,3H)-dione [Si](C1=CC=CC=C1)(C1=CC=CC=C1)(C(C)(C)C)OCC(CSC=1C(=C(C=C2C(NC(NC12)=O)=O)C(F)(F)F)Cl)C1CC1